tert-butyl (Z)-3,3-difluoro-4-(4-(N'-hydroxycarbamimidoyl) phenyl)-3,6-dihydropyridine-1(2H)-carboxylate FC1(CN(CC=C1C1=CC=C(C=C1)/C(/N)=N/O)C(=O)OC(C)(C)C)F